2,2-dideutero-1,3-benzodioxole-5-sulfonyl chloride [2H]C1(OC2=C(O1)C=CC(=C2)S(=O)(=O)Cl)[2H]